(3-chlorophenyl)(hydroxy)acetic acid ClC=1C=C(C=CC1)C(C(=O)O)O